C1(=CC=CC=C1)C(CC(C(=O)OCC)C(=O)OC)(C)C(=O)OC 1-ethyl 1,3-dimethyl 3-phenylbutane-1,1,3-tricarboxylate